CC1=C(C(=NO1)C=1C=NC(=CC1)C)COC1=CC2=C(C=N1)C(N(C2)C2CCSCC2)=O 6-((5-Methyl-3-(6-methylpyridin-3-yl)isoxazol-4-yl)methoxy)-2-(tetrahydro-2H-thiopyran-4-yl)-1H-pyrrolo[3,4-c]pyridin-3(2H)-one